[(9aS)-3-(3-chloro-4-fluoro-phenyl)-3,4,6,7,9,9a-hexahydro-1H-pyrazino[2,1-c][1,4]oxazin-8-yl]-(2-bromo-3-methoxy-phenyl)methanone ClC=1C=C(C=CC1F)C1CN2[C@H](CO1)CN(CC2)C(=O)C2=C(C(=CC=C2)OC)Br